9-(4-methoxybenzyl)-1,4,12-trioxa-9-azadispiro[4.2.58.25]pentadecan-10-one COC1=CC=C(CN2C3(CCC4(OCCO4)CC3)COCC2=O)C=C1